C(C)(C)N1N=C(C2=NC(=CC(=C21)NCC=2C(=NC=CC2)OC)C=2C(NC=CC2)=O)C 3-[1-isopropyl-7-[(2-methoxy-3-pyridinyl)methylamino]-3-methyl-pyrazolo[4,3-b]pyridin-5-yl]-1H-pyridin-2-one